2-ethyl-2,3-dihydro-1H-pyrrolo[3,4-c]pyridin C(C)N1CC=2C=NC=CC2C1